(S)-5-(tert-butyl)-3-isothiocyanato-1-(1-(2-methoxyethyl)pyrrolidin-3-yl)-1H-pyrazole C(C)(C)(C)C1=CC(=NN1[C@@H]1CN(CC1)CCOC)N=C=S